N1=CN=C2N1C=C(C=N2)C(=O)[O-] [1,2,4]triazolo[1,5-a]pyrimidine-6-carboxylate